ClC1=CC=C2C(=CC(=NC2=C1Cl)N1CC(CCC1)CP(OCC)(OCC)=O)N1C=NC=C1 Diethyl (1-(7,8-dichloro-4-(1H-imidazol-1-yl)quinolin-2-yl)piperidin-3-yl)methylphosphonate